1,2-Bis(2,3-dimethoxybenzamido)benzene COC1=C(C(=O)NC2=C(C=CC=C2)NC(C2=C(C(=CC=C2)OC)OC)=O)C=CC=C1OC